dec-en-2-yl 2-propionate C(CC)(=O)OC(=C)CCCCCCCC